N1N=CN=C1C(=O)N 1H-1,2,4-triazole-5-formamide